[Na].ClC1=C(OCC(=O)O)C=CC(=C1)Cl L-2,4-dichlorophenoxyacetic acid sodium